CC(C(=O)O)C(CCC)CC 2-methyl-3-Ethylcaproic acid